ClCC=1NC(C(=CN1)F)=O 2-(chloromethyl)-5-fluoro-1H-pyrimidin-6-one